1-(2-((2,6-dimethylphenyl)Amino)-2-oxoethyl)-1-(2-(methoxycarbonyl)benzyl)piperidin-1-ium bromide [Br-].CC1=C(C(=CC=C1)C)NC(C[N+]1(CCCCC1)CC1=C(C=CC=C1)C(=O)OC)=O